C(C=C)(=O)OCCSCCOC(C=C)=O thiobis(ethane-2,1-diyl) diacrylate